5-(4-((2-Ethyl-5-methyl-3-oxo-4H-quinoxalin-6-yl)methyl)piperazin-1-yl)-6-methyl-N-(Methyl-d3)pyridine-2-carboxamide C(C)C1=NC2=CC=C(C(=C2NC1=O)C)CN1CCN(CC1)C=1C=CC(=NC1C)C(=O)NC([2H])([2H])[2H]